dichloromethyl-diphenylmethane diisocyanate [N-]=C=O.[N-]=C=O.ClC(Cl)C(C1=CC=CC=C1)C1=CC=CC=C1